C(C)(C)(C)OC(=O)N1N=C(C(=C1)C(=O)OC(C)(C)C)C methyl-1H-pyrazole-1,4-dicarboxylic acid di-tert-butyl ester